N[C@H](C(C)C)C(=O)O D-Valin